octyl 3-(2H-benzotriazolyl)-5-(1,1-dimethylethyl)-4-hydroxy-phenylpropionate N=1N(N=C2C1C=CC=C2)C=2C=C(C=C(C2O)C(C)(C)C)C(C(=O)OCCCCCCCC)C